ClC1=CC=C(S1)CNC1=CC(=NN1C(C1=C(C=CC=C1)OC)=O)C1(CNCCC1)C N-[(5-chlorothiophen-2-yl)methyl]-1-(2-methoxybenzoyl)-3-(3-methylpiperidin-3-yl)-1H-pyrazol-5-amine